8-(((S)-1-(2-chlorophenyl)ethyl)amino)-2-methyl-N-((R,E)-4-(methylsulfonyl)but-3-en-2-yl)imidazo[1,2-c]pyrimidine-5-carboxamide ClC1=C(C=CC=C1)[C@H](C)NC=1C=2N(C(=NC1)C(=O)N[C@H](C)\C=C\S(=O)(=O)C)C=C(N2)C